methyl S-(2-(2-fluoro-11-oxo-10,11-dihydro-5H-dibenzo[b,e][1,4]diazepin-5-yl)-2-oxoethyl)-L-cysteinate FC1=CC2=C(N(C3=C(NC2=O)C=CC=C3)C(CSC[C@H](N)C(=O)OC)=O)C=C1